1-(5-(benzyloxy)-1H-indol-1-yl)-N-methylpropan-2-amine C(C1=CC=CC=C1)OC=1C=C2C=CN(C2=CC1)CC(C)NC